The molecule is a 3-(3-sn-phosphatidyl)-sn-glycerol 1-phosphate in which both phosphatidyl acyl groups are specified as oleoyl. It derives from an oleic acid. It is a conjugate acid of a 1,2-dioleoyl-sn-glycero-3-phospho-(1'-sn-glycerol-3'-phosphate)(3-). CCCCCCCC/C=C\\CCCCCCCC(=O)OC[C@H](COP(=O)(O)OC[C@H](COP(=O)(O)O)O)OC(=O)CCCCCCC/C=C\\CCCCCCCC